OC=1C=CC(=NC1)NC(=O)N1CCN(CC1)C1=NC=C(C=C1)OC N-(5-hydroxypyridin-2-yl)-4-(5-methoxypyridin-2-yl)piperazine-1-carboxamide